S1C(=CC=C1)C1=COC2=CC=CC=C2C1=O 3-thiophenyl-4H-chromone